[Na+].C(CCCCCCCCCCCCCCC)OC1=CC=C(C=C1)C(CC(=O)NC=1C=C(C=CC1)S(=O)(=O)[O-])=O 3-[[3-[4-(Hexadecyloxy)phenyl]-1,3-dioxopropyl]amino]benzenesulfonic acid sodium salt